ClC=1C(=NC(=NC1)NC1CCOCC1)C=1C=C2C(=NC1)CN(C2=O)CC(=O)N[C@H](C)C2=CC(=CC=C2)OC 2-(3-{5-chloro-2-[(oxacyclohex-4-yl)amino]pyrimidin-4-yl}-5-oxo-5H,6H,7H-pyrrolo[3,4-b]pyridin-6-yl)-N-[(1R)-1-(3-methoxyphenyl)ethyl]acetamide